ClC=1C(=NC(=CC1)OC(F)F)C1=CN=C(N1C)C1=C(C=CC=C1F)F 3-chloro-6-(difluoromethoxy)-2-(2-(2,6-difluorophenyl)-1-methyl-1H-imidazol-5-yl)pyridine